1-iodooctanodecane IC1C(CCCCCCCC)CCCCCCCC1